ClCC=1C(=CC(=NC1)C=1CCN(CC1)C(=O)OC(C)(C)C)OC tert-butyl 5-(chloromethyl)-4-methoxy-3',6'-dihydro-[2,4'-bipyridine]-1'(2'H)-carboxylate